FC(C(F)(F)F)(C1=C2C=CC(=NC2=NC(=C1)C(F)(F)F)N)F 5-(perfluoroethyl)-7-(trifluoromethyl)-1,8-naphthyridin-2-amine